C(N)(OCCCC1CCN(CC1)C(C1=CC(=C(C=C1)OC)N1C(NC(CC1)=O)=O)=O)=O (2-(1-(3-(2,4-dioxotetrahydropyrimidin-1(2H)-yl)-4-methoxybenzoyl)piperidin-4-yl)ethyl)(Methyl) carbamate